O=C1N(C=2C(=NC=CC2)N1)C1CCN(CC1)C(=O)O[C@@H]1CC[C@@](C(C=2C1=NC=CC2)=O)(O)C2=C(C(=CC=C2)F)F (6R,9R)-6-(2,3-Difluorophenyl)-6-hydroxy-5-oxo-6,7,8,9-tetrahydro-5H-cyclohepta[b]pyridin-9-yl 4-(2-oxo-2,3-dihydro-1H-imidazo[4,5-b]pyridin-1-yl)piperidine-1-carboxylate